N1=NN(C=C1)C(=O)[O-] (E)-triazole-3-carboxylate